C1(CC1)C=1C=C(CN(C(CN(S(=O)(=O)C2=C(C(=C(C(=C2F)F)F)F)F)CC2=C(C=CC=C2)C(F)(F)F)=O)C2=C(C=C(C(=O)O)C=C2)N(C)C)C=C(C1)C1CC1 4-(N-(3,5-dicyclopropylbenzyl)-2-(N-(2-(trifluoromethyl)benzyl)-(2,3,4,5,6-pentafluoro-phenyl)sulfonamido)acetamido)-3-(dimethylamino)benzoic acid